tert-Butyl ((R)-1-(7-((S)-1-(((S*)-2-amino-3,3,3-trifluoropropyl-1,1-d2)amino)-2-methoxy ethyl)imidazo[1,2-b]pyridazin-2-yl)-2-((1,1,1-trifluoro-2-methylpropan-2-yl)oxy)ethyl)carbamate N[C@@H](C([2H])([2H])N[C@H](COC)C1=CC=2N(N=C1)C=C(N2)[C@H](COC(C(F)(F)F)(C)C)NC(OC(C)(C)C)=O)C(F)(F)F |o1:1|